[Mn].[Sr].[Sc] scandium-strontium-manganese